1-(octyloxy)-2-butanone C(CCCCCCC)OCC(CC)=O